ClC=1C=C2CN(CC2=CC1NC1=NC=C(C(=N1)Cl)C(F)(F)F)C(C(F)(F)F)=O 1-(5-chloro-6-((4-chloro-5-(trifluoromethyl)pyrimidin-2-yl)amino)isoindolin-2-yl)-2,2,2-trifluoroethan-1-one